C(#N)C=1C=CC(=C(C1)C=1C(=NC(=NC1)OC)C(=O)N)N1CCC(CC1)OC1=C(C=C(C=C1)F)F 5-cyano-2-(4-(2,4-difluorophenoxy)piperidin-1-yl)phenyl-2-methoxypyrimidine-4-carboxamide